(R)-1-(2,5-difluoropyridin-3-yl)ethyl (1-methyl-4-(5-((1RS,2RS)-2-(trifluoromethyl) cyclopropane-1-carboxamido) pyridin-2-yl)-1H-1,2,3-triazol-5-yl)carbamate CN1N=NC(=C1NC(O[C@H](C)C=1C(=NC=C(C1)F)F)=O)C1=NC=C(C=C1)NC(=O)[C@H]1[C@@H](C1)C(F)(F)F |&1:29,30|